2-[1-(4-methylphenyl)-1H-pyrazol-4-yl]acetic acid CC1=CC=C(C=C1)N1N=CC(=C1)CC(=O)O